6-(imidazo[1,2-a]pyridine-3-carbonyl)-4-methyl-N-(3-(trifluoromethyl)phenyl)-4,5,6,7-tetrahydrothieno-[2,3-c]pyridine-3-carboxamide N=1C=C(N2C1C=CC=C2)C(=O)N2CC1=C(C(C2)C)C(=CS1)C(=O)NC1=CC(=CC=C1)C(F)(F)F